CC([Ti](C=[SiH2])(NC(C)(C)C)C1(C(=C(C(=C1)C)C)C)C)C dimethylsilylene(tetramethylcyclopentadienyl)(tert-butylamino)dimethyl-titanium